N(=[N+]=[N-])C1CC(N(CC1)C(=O)OC(C)(C)C)C(=O)O 4-azido-1-(tert-butoxycarbonyl)piperidin-2-carboxylic acid